Cl.CN(C)N1CCC1 N,N-dimethylazacyclobutylamine hydrochloride